BrC=1C(=C(C(=C(C(=O)OC)C1)CBr)C(F)(F)F)F methyl 5-bromo-2-(bromomethyl)-4-fluoro-3-(trifluoromethyl)-benzoate